C(C=C)(=O)OCCNC(=O)N1CCN(CC1)C 2-[(4-methylpiperazine-1-carbonyl)amino]ethyl prop-2-enoate